FC1=C(C=C(C(=C1)C)SCC(F)(F)F)NC(C)=O N-(2-fluoro-4-methyl-5-((2,2,2-trifluoroethyl)thio)phenyl)acetamide